7-(4-(5-(4-chlorophenyl)pyridin-2-yl)piperazine-1-carbonyl)quinolin-2(1H)-one ClC1=CC=C(C=C1)C=1C=CC(=NC1)N1CCN(CC1)C(=O)C1=CC=C2C=CC(NC2=C1)=O